CN(C/C=C/C(=O)N1CC(C1)C=1C=CN2N=CN=C(C21)NC2=CC(=C(C=C2)OC2=CC1=C(N(C=N1)C)C=C2)C)C (E)-4-(dimethylamino)-1-(3-(4-((3-methyl-4-((1-methyl-1H-benzo[d]imidazol-5-yl)oxy)phenyl)-amino)pyrrolo[2,1-f][1,2,4]triazin-5-yl)azetidin-1-yl)but-2-en-1-one